ClC=1C=C(COC2CCN(CC2)C(=O)N2N=C(C=C2)C(=O)O)C=C(C1)C(F)(F)F 1-(4-((3-chloro-5-(trifluoromethyl)benzyl)oxy)piperidine-1-carbonyl)-1H-pyrazole-3-carboxylic acid